OCC1(C(NCC1)=O)NC(=O)C1=C(C=C2C=CC(=CN12)OC1=CC=CC=C1)C N-(3-(hydroxymethyl)-2-oxopyrrolidin-3-yl)-2-methyl-6-phenoxyindolizine-3-carboxamide